N[C@@H](CC(=O)[O-])C(=O)[O-].[Co+2] cobalt aspartate salt